OC1(CC(C1)C(=O)N1CC2(C1)CC(C2)CC2=CC=C1C(=N2)N(C=C1)CC(F)(F)F)C ((1s,3s)-3-Hydroxy-3-methylcyclobutyl)(6-((1-(2,2,2-trifluoroethyl)-1H-pyrrolo[2,3-b]pyridin-6-yl)methyl)-2-azaspiro[3.3]heptan-2-yl)methanon